N-(8,9-difluoro-6-oxo-1,2,3,4,5,6-hexahydrobenzo[c][1,7]naphthyridin-1-yl)-3-(3-fluorophenoxy)-N-methylbenzamide FC=1C(=CC2=C(C(NC=3CNCC(C23)N(C(C2=CC(=CC=C2)OC2=CC(=CC=C2)F)=O)C)=O)C1)F